C(=O)(OC(C)(C)C)N1CCN(CC1)C(C(=O)O)C1=CC=C(C=C1)C(F)(F)F 2-(4-Boc-piperazino)-2-[4-(trifluoromethyl)phenyl]-acetic acid